ON[C@@H](CCCNC(N)=N)C(=O)O N-Hydroxyl-L-Arginin